(6Z)-6,8-nonadien-1-ylacetate C(CCCC\C=C/C=C)CC(=O)[O-]